tetra-(4-carboxyphenyl)porphyrin methyl-2-chloro-6,6-dimethyl-5,6,7,8-tetrahydroquinoline-3-carboxylate CC1=C(C(=NC=2CCC(CC12)(C)C)Cl)C(=O)O.C(=O)(O)C1=CC=C(C=C1)C1=C2C=CC(C(=C3C=CC(=C(C=4C=CC(=C(C5=CC=C1N5)C5=CC=C(C=C5)C(=O)O)N4)C4=CC=C(C=C4)C(=O)O)N3)C3=CC=C(C=C3)C(=O)O)=N2